(E)-5,7-Dodecadien-1-ol C(CCC\C=C\C=CCCCC)O